2-(difluoromethyl)-5-(4-((4-(pyridin-4-yl)-1H-1,2,3-triazol-1-yl)methyl)phenyl)-1,3,4-oxadiazole FC(C=1OC(=NN1)C1=CC=C(C=C1)CN1N=NC(=C1)C1=CC=NC=C1)F